Dimethoxy ether COOOC